3-(5-(trifluoromethyl) pyridin-2-yl)-benzoate FC(C=1C=CC(=NC1)C=1C=C(C(=O)[O-])C=CC1)(F)F